C(C1=CC=CC=C1)OC(NC(C1=CSC(=C1)CNC(=O)[C@H]1N(C[C@@H](C1)C(F)(F)F)C(CNC(CCCOC1=CC=CC=C1)=O)=O)=N)=O benzyl(imino(5-(((2S,4R)-1-((4-phenoxybutanoyl)glycyl)-4-(trifluoromethyl)pyrrolidine-2-carboxamido)methyl)thiophen-3-yl)methyl)carbamate